C(OCC#C)(=S)SC S-methyl O-(prop-2-yn-1-yl) carbonodithioate